6-Chloro-4-[[5-(1,5-dimethylpyrazol-3-yl)-1-methyl-4-oxo-pyrrolo[3,2-c]pyridin-3-yl]amino]-N-(methyl-d3)pyridine-3-carboxamide ClC1=CC(=C(C=N1)C(=O)NC([2H])([2H])[2H])NC1=CN(C2=C1C(N(C=C2)C2=NN(C(=C2)C)C)=O)C